4-{2'-ethoxy-[2,3'-bipyridyl]-5-yl}piperidine-4-carboxylic acid ethyl ester C(C)OC(=O)C1(CCNCC1)C=1C=CC(=NC1)C=1C(=NC=CC1)OCC